CC(CS(=O)(=O)O)(C)NC(C=C)=O 2-methyl-2-[(1-oxo-2-propenyl)amino]1-propanesulfonic acid